1,2-dihydro-1,3-diethyl-4,6-dimethyl-2-thioxo-pyrimidinium C(C)[NH+]1C(N(C(C=C1C)C)CC)=S